BrCC(=O)N[C@@H](C(C)C)C(=O)N[C@@H](C)C(=O)N[C@@H](CCCCNC([C@H](CCN(C(CO)=O)[C@H](C(C)(C)C)C=1N(C=C(N1)C1=C(C=CC(=C1)F)F)CC1=CC=CC=C1)N)=O)C(=O)O N-(Bromoacetyl)-L-valyl-L-alanyl-N6-{(2S)-2-amino-4-[{(1R)-1-[1-benzyl-4-(2,5-difluorophenyl)-1H-imidazol-2-yl]-2,2-dimethylpropyl}(glycoloyl)amino]butanoyl}-L-lysin